N-({(3S,4R)-2-[5-Fluoro-2-(2H-1,2,3-triazol-2-yl)benzoyl]-4-methyl-2-azabicyclo[3.1.1]heptan-3-yl}methyl)-5-(trifluoromethyl)pyridin-2-amin FC=1C=CC(=C(C(=O)N2C3CC([C@H]([C@H]2CNC2=NC=C(C=C2)C(F)(F)F)C)C3)C1)N1N=CC=N1